4-((3-benzoyl-5-(2-hydroxy-5-((E)-phenyldiazenyl)benzylidene)-4-oxothiazolidin-2-ylidene)amino)benzoic acid C(C1=CC=CC=C1)(=O)N1C(SC(C1=O)=CC1=C(C=CC(=C1)\N=N\C1=CC=CC=C1)O)=NC1=CC=C(C(=O)O)C=C1